tert-butyl (3S,5S)-4-(6-chloro-7-(2-fluoro-5-methylphenyl)-1-(2-isopropyl-4-methylpyridin-3-yl)-2-oxo-1,2-dihydropyrido[2,3-d]pyrimidin-4-yl)-3,5-dimethylpiperazine-1-carboxylate ClC1=CC2=C(N(C(N=C2N2[C@H](CN(C[C@@H]2C)C(=O)OC(C)(C)C)C)=O)C=2C(=NC=CC2C)C(C)C)N=C1C1=C(C=CC(=C1)C)F